benzyl (S)-2-(((benzyloxy) carbonyl) (methyl) amino)-4-(ethylthio)-4-oxobutyrate C(C1=CC=CC=C1)OC(=O)N([C@H](C(=O)OCC1=CC=CC=C1)CC(=O)SCC)C